1-but-2-enol C(C=CC)O